(2s,4s)-N-methyl-6-oxo-N-((1s,3s)-3-(m-tolyl)cyclobutyl)-7-oxa-5-azaspiro[3.4]octane-2-carboxamide CN(C(=O)C1CC2(C1)NC(OC2)=O)C2CC(C2)C=2C=C(C=CC2)C